3-(6-bromo-2-oxo-naphtho[1,8-de][1,3]oxazin-3(2H)-yl)piperidine-2,6-dione BrC=1C=CC=2N(C(OC=3C2C1C=CC3)=O)C3C(NC(CC3)=O)=O